2-(4-((2-ethyl-4-phenylthiazol-5-yl)oxy)pyridin-2-yl)-N5-(2-(pyrrolidin-1-yl)ethyl)Pyridin-2,5-diamine C(C)C=1SC(=C(N1)C1=CC=CC=C1)OC1=CC(=NC=C1)C1(NC=C(C=C1)NCCN1CCCC1)N